benzyl-carbamic acid tert-butyl ester C(C)(C)(C)OC(NCC1=CC=CC=C1)=O